FC(C)(C)C=1C=C2C(=CC=NC2=CC1)C(=O)NCC(=O)O (6-(2-fluoroprop-2-yl)quinoline-4-carbonyl)glycine